FC=1C=C(C=C(C1F)F)C1=C(C=CC=C1)NC(=O)C=1C(=NN(C1)C)C N-(3',4',5'-Trifluorobiphenyl-2-yl)-1,3-dimethylpyrazol-4-ylcarboxamide